1-[3-(7-chloro-1H-indazole-6-yl)-5-(hydroxymethyl)-1H-pyrazolo[3,4-b]pyrazin-6-yl]-4-methylpiperidin ClC=1C(=CC=C2C=NNC12)C1=NNC2=NC(=C(N=C21)CO)N2CCC(CC2)C